(2R,4aS,4bR,6aS,7R,7aS,8aR,8bR,8cR,10aR)-7-((1R,2S)-1-cyclopropyl-1-hydroxypropan-2-yl)-2,6a-dimethyloctadecahydrocyclopropa[4,5]cyclopenta[1,2-a]phenanthren-2-ol C1(CC1)[C@H]([C@@H](C)[C@H]1[C@@H]2[C@H]([C@@H]3[C@@]1(CC[C@@H]1[C@H]4CC[C@](C[C@H]4CC[C@@H]31)(O)C)C)C2)O